5-(5-cyclohexyl-3-isopropyl-1H-indol-2-yl)-1,3-dimethylpyridin-2(1H)-one C1(CCCCC1)C=1C=C2C(=C(NC2=CC1)C=1C=C(C(N(C1)C)=O)C)C(C)C